N-[2-(4-chlorophenyl)propan-2-yl]-6-(2-methoxyphenyl)-8-methyl-5-oxo-5,6-dihydroimidazo[1,2-c]pyrimidine-3-carboxamide ClC1=CC=C(C=C1)C(C)(C)NC(=O)C1=CN=C2N1C(N(C=C2C)C2=C(C=CC=C2)OC)=O